mono(n-butoxy)di(n-propoxy)aluminum C(CCC)O[Al](OCCC)OCCC